O1C(=NC(=O)C2=CC=CC=C12)C1=CC=CC=C1 azaflavone